CC1(COCC[C@@H]1N1N=C2N=C(C=NC2=C1)C1=C(C=C(C=C1C)C(F)(F)F)O)C (s)-2-(2-(3,3-dimethyltetrahydro-2H-pyran-4-yl)-2H-pyrazolo[3,4-b]pyrazin-6-yl)-3-methyl-5-(trifluoromethyl)phenol